ClC1=C(C)C=C(C(=C1[N+](=O)[O-])Cl)[N+](=O)[O-] 2,4-dichloro-3,5-dinitrotoluene